(±)-6-(3-(1-(2-(difluoromethoxy)pyridin-4-yl)ethyl)ureido)spiro[3.3]heptan-2-yl methanesulfonate CS(=O)(=O)OC1CC2(C1)CC(C2)NC(=O)N[C@H](C)C2=CC(=NC=C2)OC(F)F |r|